COC1=CC=C(C=C1)CCOC1=CC=C(CCN2N=C(C=C2)NC(C2=C(C=CC=C2F)F)=O)C=C1 N-(1-(4-(4-methoxyphenylethoxy)phenethyl)-1H-pyrazol-3-yl)-2,6-difluorobenzamide